(S)-2-methyl-6-[(tetrahydrofuran-3-yl)oxy]benzofuro[2,3-d]pyrimidin-4(3H)-one CC=1NC(C2=C(N1)OC1=C2C=C(C=C1)O[C@@H]1COCC1)=O